ClC1=CC=C(C=C1)C=1C(CCN(N1)C(=NS(=O)(=O)N1CC(CCC1)(F)F)Cl)C1=CC=CC=C1 (2E)-6-(4-chlorophenyl)-N-[(3,3-difluoro-1-piperidyl)sulfonyl]-5-phenyl-4,5-dihydro-3H-pyridazine-2-carboximidoyl chloride